CC1=NNN=C1 5-methyltriazole